C(CCCCCCCCCCC)(=O)[O-].C(CCCCCCCCCCC)(=O)[O-].O[Ti+2]O dihydroxy-titanium dilaurate